NC1=C(C=C(N=N1)C1=C(C=CC=C1)O)N1CC2CCC(C1)N2C2=CC(=NC=C2)C#CCN2CC1(C2)OCCOC1 2-[6-amino-5-[8-[2-[3-(5,8-dioxa-2-azaspiro[3.5]nonan-2-yl)prop-1-ynyl]-4-pyridyl]-3,8-diazabicyclo[3.2.1]octan-3-yl]pyridazin-3-yl]phenol